chromium(III) 2-ethyl hexanoate C(CCCCC)(=O)OCC.[Cr+3]